C(C1=CC=CC=C1)C1=NC(=NN1)C(=O)N[C@H]1CCC2=C(N(C1=O)C)N=C(C=C2)OC (S)-5-benzyl-N-(2-methoxy-9-methyl-8-oxo-6,7,8,9-tetrahydro-5H-pyrido[2,3-b]azepin-7-yl)-1H-1,2,4-triazole-3-carboxamide